S1C2=C(C(=C1)CC1C(NC(S1)=O)=O)C=CC=C2 5-(benzo[b]thiophen-3-ylmethyl)thiazolidine-2,4-dione